ClC1=C(C=C(OC2=C(C=C(COC3=NC(N(C(=C3)C3=CC=NC=C3)C)=O)C=C2)F)C=C1)C(F)(F)F 4-((4-(4-chloro-3-(trifluoromethyl)phenoxy)-3-fluorobenzyl)oxy)-1-methyl-6-(pyridin-4-yl)pyrimidin-2(1H)-one